2-(AZOCAN-1-YL)ACETALDEHYDE N1(CCCCCCC1)CC=O